N-(2-(1-(3-chloro-4-((3,5-difluoropyridin-2-yl)methoxy-d2)-5',6-Dimethyl-2-carbonyl-2H-[1,4'-bipyridyl]-2'-yl)-1H-pyrazol-3-yl)propan-2-yl)acetamide ClC=1C(N(C(=CC1OC([2H])([2H])C1=NC=C(C=C1F)F)C)C1=CC(=NC=C1C)N1N=C(C=C1)C(C)(C)NC(C)=O)=C=O